C(#N)C1=C2CC(CC2=CC=C1OCCN1CCN(CC1)C(=O)OC(C)(C)C)C=O tert-Butyl 4-[2-[(4-cyano-2-formyl-2,3-dihydro-1H-inden-5-yl)oxy]ethyl]piperazine-1-carboxylate